NCCC1=CC=C(C=C1)C1=C(C=C(C#N)C=C1)C(=O)C=1SC(=NN1)N1CCOCC1 4-[4-(2-aminoethyl)phenyl]-3-(5-morpholin-4-yl-1,3,4-thiadiazole-2-carbonyl)benzonitrile